(1R,6S)-2,2-difluoro-6-[3-(propan-2-yl)-3,8-diazabicyclo[3.2.1]oct-8-yl]cyclohexan-1-amine FC1([C@@H]([C@H](CCC1)N1C2CN(CC1CC2)C(C)C)N)F